(R)-((R)-5H-imidazo[5,1-a]isoindol-5-yl)(tetrahydro-2H-pyran-4-yl)methanol C=1N=CN2C1C1=CC=CC=C1[C@@H]2[C@H](O)C2CCOCC2